(5-chloro-6,7-difluoro-1H-indol-2-yl)((3aR,6aR)-hexahydropyrrolo[3,4-b]pyrrol-1(2H)-yl)methanone ClC=1C=C2C=C(NC2=C(C1F)F)C(=O)N1[C@@H]2[C@H](CC1)CNC2